ClC=1C=CC(=C(C(=O)NC2=C(C=C(C=C2)NCC2=CC=C(C=C2)N(C)C)Cl)C1)O 5-Chloro-N-(2-chloro-4-((4-(dimethylamino)benzyl)amino)phenyl)-2-hydroxybenzamide